COC1=C(C=CC=C1)CC(=O)N[C@H](C(=O)O)CCN(CCCCC1=NC=2NCCCC2C=C1)CCOC1=CC=CC=C1 (S)-2-(2-(2-methoxyphenyl)acetamido)-4-((2-phenoxyethyl)(4-(5,6,7,8-tetrahydro-1,8-naphthyridin-2-yl)butyl)amino)butanoic acid